3-(1-oxo-5-(((1S,2S)-2-(3-(5-(trifluoromethyl)pyrimidin-2-yl)azetidin-1-yl)cyclohexyl)-oxy)isoindolin-2-yl)piperidine-2,6-dione O=C1N(CC2=CC(=CC=C12)O[C@@H]1[C@H](CCCC1)N1CC(C1)C1=NC=C(C=N1)C(F)(F)F)C1C(NC(CC1)=O)=O